OC[C@H](C1=NC(=CC=C1)N1CCCC1)NC(C)=O N-[(1S)-2-hydroxy-1-[6-(pyrrolidin-1-yl)pyridin-2-yl]ethyl]acetamide